NCCN[C@@H](C)C(=O)[O-].[Na+] sodium N-(2-aminoethyl)-alaninate